didodecyl-sulfur cerium-bismuth [Bi].[Ce].C(CCCCCCCCCCC)SCCCCCCCCCCCC